N-(5-(pyridin-3-ylmethyl)-1-(4-(trifluoromethyl)phenyl)-1,2,3,4-tetrahydroquinolin-3-yl)acrylamide N1=CC(=CC=C1)CC1=C2CC(CN(C2=CC=C1)C1=CC=C(C=C1)C(F)(F)F)NC(C=C)=O